F[C@H]1CNC[C@H]1F (3S,4R)-3,4-difluoropyrrolidine